3-(Methylthio)propionic acid methyl ester COC(CCSC)=O